BrC1=NC(=C(C=C1CC(C(C)(C)C)CCC)OCC1CC1)Cl 1-(1-(2-bromo-6-chloro-5-(cyclopropylmethoxy)pyridin-3-yl)-3,3-dimethylbut-2-yl)propan